ClC1=CC=C(C=C1)C(C(F)(F)F)=O 1-(4-chlorophenyl)-2,2,2-trifluoroethane-1-one